FC(OC1=CC=C(C=C1)C=1C=2N(C=C(C1)CN)C=CN2)(F)F [8-[4-(trifluoromethoxy)phenyl]imidazo[1,2-a]pyridin-6-yl]methylamine